3-(5-(7H-pyrrolo[2,3-d]pyrimidin-4-yl)pyridin-2-yl)-6-((6-methylpyridin-3-yl)methyl)-3,6-diazabicyclo[3.1.1]heptane N1=CN=C(C2=C1NC=C2)C=2C=CC(=NC2)N2CC1N(C(C2)C1)CC=1C=NC(=CC1)C